FC1=C(C=CC(=C1F)C(F)(F)F)NS(=O)(=O)C1=CNC(=C1)C1=CC=CC=C1 N-[2,3-difluoro-4-(trifluoromethyl)phenyl]-5-phenyl-1H-pyrrole-3-sulfonamide